4-(6-chloro-1-(4-(morpholinomethyl)phenyl)-5,5-dioxo-1,4-dihydrothiochromeno[4,3-c]pyrazole-3-carbonyl)morpholine-3-carbaldehyde ClC1=CC=CC2=C1S(CC1=C2N(N=C1C(=O)N1C(COCC1)C=O)C1=CC=C(C=C1)CN1CCOCC1)(=O)=O